5-(8-((1S,2S)-2-(2-(trifluoromethyl)pyridin-4-yl)cyclopropyl)imidazo[1,2-b]pyridazin-6-yl)pyrimidine-2,4(1H,3H)-dione FC(C1=NC=CC(=C1)[C@@H]1[C@H](C1)C=1C=2N(N=C(C1)C=1C(NC(NC1)=O)=O)C=CN2)(F)F